ClC1=C(C=CC=C1N)C1=C(C=C(C=C1)N)Cl 2,2'-dichloro-3,4'-diaminobiphenyl